CCC(CCCCCCC)N Decan-3-amine